CS(=O)(=O)NC=1C=C(C=CC1)C1=CSC2=C1N=C(N=C2)NC2=CC=C(C=C2)N2CCN(CC2)CCCCCC(=O)O 6-(4-(4-((7-(3-(Methylsulfonamido)phenyl)thieno[3,2-d]pyrimidin-2-yl)amino)phenyl)piperazin-1-yl)hexanoic acid